(R)-N-(3-(1-((2-Amino-5-chloropyridin-3-yl)oxy)ethyl)phenyl)-3-isopropoxybenzamid NC1=NC=C(C=C1O[C@H](C)C=1C=C(C=CC1)NC(C1=CC(=CC=C1)OC(C)C)=O)Cl